N-(4-(2-(4-methoxyphenyl)propan-2-yl)thiazol-2-yl)-4-(piperazin-1-yl)benzamide COC1=CC=C(C=C1)C(C)(C)C=1N=C(SC1)NC(C1=CC=C(C=C1)N1CCNCC1)=O